N1C(=NC2=C1C=CC=C2)CNC2=NC(=NC=1N2N=CC1Br)N1[C@@H](COCC1)CO [(3R)-4-(4-{[(1H-benzimidazol-2-yl)methyl]amino}-8-bromopyrazolo[1,5-a][1,3,5]triazin-2-yl)morpholin-3-yl]methanol